thiophen-3-yl(4-(((3S,4r,5R)-3,4,5-trihydroxypiperidin-1-yl)methyl)piperidin-1-yl)methanone S1C=C(C=C1)C(=O)N1CCC(CC1)CN1C[C@@H](C([C@@H](C1)O)O)O